The molecule is a branched amino nonasaccharide comprised of a hexasaccharide chain of beta-D-galactose, N-acetyl-beta-D-glucosamine, alpha-D-mannose, beta-D-mannose, and two N-acetyl-beta-D-glucosamine residues linked sequentially (1->4), (1->2), (1->3), (1->4) and (1->4), to the beta-D-mannose residue of which is (1->6)-linked a beta-D-galactosyl-(1->4)]-N-acetyl-beta-D-glucosaminyl-(1->3)-alpha-D-mannosyl trisaccharide branch. It has a role as an epitope. It is an amino nonasaccharide and a glucosamine oligosaccharide. CC(=O)N[C@@H]1[C@H]([C@@H]([C@H](O[C@H]1O)CO)O[C@H]2[C@@H]([C@H]([C@@H]([C@H](O2)CO)O[C@H]3[C@H]([C@H]([C@@H]([C@H](O3)CO[C@@H]4[C@H]([C@H]([C@@H]([C@H](O4)CO)O)O)O[C@H]5[C@@H]([C@H]([C@@H]([C@H](O5)CO)O[C@H]6[C@@H]([C@H]([C@H]([C@H](O6)CO)O)O)O)O)NC(=O)C)O)O[C@@H]7[C@H]([C@H]([C@@H]([C@H](O7)CO)O)O)O[C@H]8[C@@H]([C@H]([C@@H]([C@H](O8)CO)O[C@H]9[C@@H]([C@H]([C@H]([C@H](O9)CO)O)O)O)O)NC(=O)C)O)O)NC(=O)C)O